C1(CC1)C1=C2CNC(C2=CC=C1)=O 4-(cyclopropyl)isoindoline-1-one